C(C1=CC=CC=C1)NC(=O)C=1N(C(N2C1CN(CC2)C(C2=CC(=C(C=C2)Cl)Cl)=O)=O)C2=C(C=C(C=C2Cl)OC)Cl N-benzyl-7-(3,4-dichlorobenzoyl)-2-(2,6-dichloro-4-methoxy-phenyl)-3-oxo-6,8-dihydro-5H-imidazo[1,5-a]pyrazine-1-carboxamide